FC1=C(CN2CCC(CC2)C=2C=C3CN(C(C3=CC2)=O)C2C(NC(CC2)=O)=O)C=CC=C1F 3-(5-(1-(2,3-difluorobenzyl)piperidin-4-yl)-1-oxoisoindolin-2-yl)piperidine-2,6-dione